C(CCCC)N(C([O-])=O)CCCCC.C(CCCC)[NH2+]CCCCC dipentyl-ammonium diamyl-carbamate